ClC=1C=C(OCC(CC(=O)O)C)C=CC1C=1N(C2=NC=NC(=C2N1)OC1(CC1)C)CC1=CC(=CC=C1)Cl 4-(3-chloro-4-(9-(3-chlorobenzyl)-6-(1-methylcyclopropoxy)-9H-purin-8-yl)phenoxy)-3-methylbutanoic acid